3-methylene-5-(naphthalen-2-yl)-4-phenyldihydrofuran-2(3H)-one C=C1C(OC(C1C1=CC=CC=C1)C1=CC2=CC=CC=C2C=C1)=O